NCC1=NNC(C2=C(C=C(C=C12)C=1C=NN(C1C1=C(C2=CC=CC=C2C=C1)C#N)C)F)=O 2-(4-(4-(aminomethyl)-8-fluoro-1-oxo-1,2-dihydrophthalazin-6-yl)-1-methyl-1H-pyrazol-5-yl)-1-naphthonitrile